(3R,6S)-6-methyl-1-(2-(4-(oxazol-5-yl)phenyl)acetyl)piperidine-3-carboxylic acid methyl ester COC(=O)[C@H]1CN([C@H](CC1)C)C(CC1=CC=C(C=C1)C1=CN=CO1)=O